4-FORMYL-2-METHOXYPHENYL 2-METHYLPROPANOATE CC(C(=O)OC1=C(C=C(C=C1)C=O)OC)C